1-bromo-2-chloro-4-(1-cyclopropylethoxy)benzene BrC1=C(C=C(C=C1)OC(C)C1CC1)Cl